(S)-3-amino-2,6-piperidinedione N[C@@H]1C(NC(CC1)=O)=O